Tert-butyl (R)-(1-((8-((2,6-dimethylbenzyl)amino)-2,3-dimethylimidazo[1,2-a]pyridin-6-yl)amino)-1-oxopropan-2-yl)carbamate CC1=C(CNC=2C=3N(C=C(C2)NC([C@@H](C)NC(OC(C)(C)C)=O)=O)C(=C(N3)C)C)C(=CC=C1)C